(3aS,7aR)-5-indolin-4-yl-3,3a,4,6,7,7a-hexahydro-2H-pyrrolo[3,2-c]pyridine-1-carboxylate N1CCC2=C(C=CC=C12)N1C[C@H]2[C@@H](CC1)N(CC2)C(=O)[O-]